ICOC(CCCCCCC\C=C\CCCCCCCC)=O (E)-octadeca-9-enoic acid iodomethyl ester